FC1(CN(CC1)C=1OC2=C(C=C(C=C2C(C1)=O)C)C(C)NC1=C(C(=O)O)C=CC=C1)F 2-[1-[2-(3,3-Difluoropyrrolidin-1-yl)-6-methyl-4-oxo-chromen-8-yl]ethylamino]benzoic acid